C1(CC1)COC1=C(C=CC(=N1)C(=O)NC(C(=O)OCCF)(CC)CC)N1CC(C1)OC 2-fluoroethyl 2-{[6-(cyclopropylmethoxy)-5-(3-methoxyazetidin-1-yl)pyridine-2-carbonyl] amino}-2-ethylbutanoate